N-[(cis)-4-hydroxytetra-hydrothiophen-3-yl]-3-oxo-2-(pyridin-3-yl)-6-[4-(trifluoromethyl)phenyl]-2,3-dihydropyridazine-4-carboxamide O[C@@H]1[C@@H](CSC1)NC(=O)C=1C(N(N=C(C1)C1=CC=C(C=C1)C(F)(F)F)C=1C=NC=CC1)=O